N-(5-(isobutoxyimino)-5,6,7,8-tetrahydronaphthalen-2-yl)acrylamide C(C(C)C)ON=C1C=2C=CC(=CC2CCC1)NC(C=C)=O